10-bromo-6-(cyclopropylmethyl)-3,6,7,8-tetrahydro-4H-[1,4]oxazino[3,2-g]quinazolin-4-one BrC=1C2=C(C=C3C(NC=NC13)=O)N(CCO2)CC2CC2